C(=C)C12C(CCCC1)O2 vinylcyclohexen oxide